[Au+].C(C)P(CC)CC triethylphosphine gold (I)